3-(5-ethylsulfonyl-6-(3-methyl-6-trifluoromethyl-3H-imidazo[4,5-b]pyridin-2-yl)pyridin-3-yl)-5-(2-cyclopropylcyclopropyl)-1,2,4-oxadiazole C(C)S(=O)(=O)C=1C=C(C=NC1C1=NC=2C(=NC=C(C2)C(F)(F)F)N1C)C1=NOC(=N1)C1C(C1)C1CC1